C(C)(C)C1=CC(=NO1)C1=C(C=CC=C1)OC(F)(F)F 5-isopropyl-3-(2-(trifluoromethoxy)phenyl)isoxazol